ClC=1C=C(C=CC1)NC(=O)C1C(=NN(C1=O)C1=CC=CC=C1)C N-(3-chlorophenyl)-3-methyl-5-oxo-1-phenyl-4,5-dihydro-1H-pyrazole-4-carboxamide